C(C1=CC=CC=C1)N1CCN(CC1)C(C(C)C=1C(=NN(C1C)C=1C=CC=2N(N1)C(=NN2)C)C)=O 1-(4-benzylpiperazin-1-yl)-2-(3,5-dimethyl-1-(3-methyl-[1,2,4]triazolo[4,3-b]pyridazin-6-yl)-1H-pyrazol-4-yl)propan-1-one